tert-butyl ((5S,8S,10aR)-8-((4-fluorobenzyl)carbamoyl)-6-oxodecahydropyrrolo[1,2-a][1,5]diazocin-5-yl)carbamate FC1=CC=C(CNC(=O)[C@@H]2CC[C@H]3N2C([C@H](CNCC3)NC(OC(C)(C)C)=O)=O)C=C1